BrCC(=O)C1OCCC1 2-bromo-1-(tetrahydrofuran-2-yl)-ethan-1-one